ClC1=C(C(=CC=C1)[N+](=O)[O-])N1N=CC=C1 1-(2-chloro-6-nitro-phenyl)pyrazole